FC1(O[C@H]([C@H](NC1)C(NC1=NC=C(C=N1)C(F)(F)F)([2H])[2H])C)F N-(((2S,3R)-6,6-difluoro-2-methylmorpholin-3-yl)methyl-d2)-5-(trifluoromethyl)pyrimidin-2-amine